2-ethylhexyl-2-cyano-3,3-diphenyl-2-propenoate C(C)C(COC(C(=C(C1=CC=CC=C1)C1=CC=CC=C1)C#N)=O)CCCC